CCC[SiH2]OCCO[SiH2]CCC 5,8-Dioxa-4,9-disiladodecane